ClC=1SC(=CN1)CN1C=CC=C2C1=NC(N(C2[O-])C2(CC2)C#N)[O-] 1-(8-((2-chlorothiazol-5-yl)methyl)-2,4-dioxido-4,8-dihydropyrido[2,3-d]pyrimidin-3(2H)-yl)cyclopropane-1-carbonitrile